C1(CC1)N1N=C(C(=C1)OC1=CC(=NC=C1)NC1=CC(=NC=C1)C(C)(C)O)C1=CC(=CC=C1)F 2-(4-((4-((1-cyclopropyl-3-(3-fluorophenyl)-1H-pyrazol-4-yl)oxy)pyridin-2-yl)amino)pyridin-2-yl)propan-2-ol